(R)-2-((2-((3,4-dimethylbenzyl)amino)-7-fluoropyrido[3,2-d]pyrimidin-4-yl)amino)-2-methylhexan-1-ol CC=1C=C(CNC=2N=C(C3=C(N2)C=C(C=N3)F)N[C@@](CO)(CCCC)C)C=CC1C